4-(methoxycarbonyl)-4-(p-tolyl)cyclopentane COC(=O)C1(CCCC1)C1=CC=C(C=C1)C